2,2-difluoro-2-(4-(methylsulfonyl)phenyl)acetic acid FC(C(=O)O)(C1=CC=C(C=C1)S(=O)(=O)C)F